ethylcyclohexylbis(ethoxymethyl)silane C(C)[Si](COCC)(COCC)C1CCCCC1